C1(CCC1)C[C@@H]1[C@@H](C2=CC=C(C=C2CC1)O)C1=CC=C(C=C1)N1CCC(CC1)CN1CCN(CC1)C=1C=C2CN(C(C2=CC1)=O)[C@@H]1C(NC(CC1)=O)=O (S)-3-(5-(4-((1-(4-((1R,2R)-2-(cyclobutylmethyl)-6-hydroxy-1,2,3,4-tetrahydronaphthalene-1-yl)phenyl)piperidin-4-yl)methyl)piperazin-1-yl)-1-oxoisoindolin-2-yl)piperidine-2,6-dione